P(=O)(OCCOCCCC)(OCCOCCCC)[O-] Di-(butoxyethyl) phosphat